(R)-4-(4-cyclopropyl-1H-imidazol-1-yl)-N-(5,6-dihydrobenzo[f]tetrazolo[1,5-d][1,4]oxazepin-8-yl)-5-(3-methylmorpholino)picolinamide C1(CC1)C=1N=CN(C1)C1=CC(=NC=C1N1[C@@H](COCC1)C)C(=O)NC1=CC=CC=2C=3N(CCOC21)N=NN3